2-(2,5-dimethoxy-4-iodophenyl)aminoethane COC1=C(C=C(C(=C1)I)OC)NCC